C(C1=CC=CC=C1)C([C@H](N)C(=O)O)C(=O)O β-benzyl-L-aspartic acid